ClC=1C=C2C(=C3C4(NC(NC13)=O)CCCCC4)OC(=C2)C(=O)NCCN2C=NC=C2 5'-chloro-N-[2-(1H-imidazol-1-yl)ethyl]-7'-oxo-7',8'-dihydro-6'H-spiro[cyclohexane-1,9'-furo[2,3-f]quinazoline]-2'-carboxamide